ClB([C@H]1[C@@H]([C@@H]2C([C@H](C1)C2)(C)C)C)[C@H]2[C@@H]([C@@H]1C([C@H](C2)C1)(C)C)C chlorobis((1r,2s,3r,5r)-2,6,6-trimethylbicyclo[3.1.1]Heptane-3-yl)borane